CN1N=C(C=C1C)NC1=NC=C(C(=N1)C1=CNC2=C(C=CC=C12)NC(C(N1C[C@H](CC1)OC1=CC=NC=C1)=O)=O)C (S)-N-(3-(2-((1,5-dimethyl-1H-pyrazol-3-yl)amino)-5-methylpyrimidin-4-yl)-1H-indol-7-yl)-2-oxo-2-(3-(pyridin-4-yloxy)pyrrolidin-1-yl)acetamide